6-(2-((6,6-dimethyl-2,4-dioxo-3-azabicyclo[3.1.0]hexan-3-yl)methyl)thieno[3,2-b]pyridin-7-yl)-4-methyl-5-(morpholin-2-ylmethyl)picolinonitrile CC1(C2C(N(C(C12)=O)CC1=CC2=NC=CC(=C2S1)C1=C(C(=CC(=N1)C#N)C)CC1CNCCO1)=O)C